COC(=O)C1(C(C(C(CC1)C(C)C)O)C)C methyl-2-methyl-mentholate